OC(C)C=1C=C(C2=C(N(C(C(O2)(C)C)=O)C)C1)C=1C2=C(C(N(C1)C)=O)NC=C2 6-(1-hydroxyethyl)-2,2,4-trimethyl-8-(6-methyl-7-oxo-6,7-dihydro-1H-pyrrolo[2,3-c]pyridin-4-yl)-2H-1,4-benzoxazin-3(4H)-one